O1CCN(CC1)CCOC=1C=CC2=C(OC3(C=NS2(=O)=O)CCOCC3)N1 7'-(2-morpholinoethoxy)-1',1'-dioxido-2,3,5,6-tetrahydrospiro[pyran-4,4'-pyrido[2,3-b][1,4,5]oxathiazepin]